N1(C=NC=C1)C(=O)OCC=1C2=CC=CC=C2C=C2C=CC=CC12 9-anthrylmethyl 1H-imidazole-1-carboxylate